2-(2-oxo-2,3-dihydro-1H-benzimidazol-1-yl)acetic acid O=C1NC2=C(N1CC(=O)O)C=CC=C2